C(C)(C)(C)OC(=O)N1CCC(CC1)C=1C=C2C(=C(NC2=CC1)C1=CC(=C(C=C1)OC)OC)CC(C)C 4-(2-(3,4-Dimethoxyphenyl)-3-isobutyl-1H-indol-5-yl)piperidine-1-carboxylic acid tert-butyl ester